methyl 2-amino-3,5-dimethylquinoline-6-carboxylate NC1=NC2=CC=C(C(=C2C=C1C)C)C(=O)OC